FC1=C(C=CC(=C1)F)C1=C(C=C2CNCC2=C1)C#CC1=NN(C=C1)C 6-(2,4-difluorophenyl)-5-((1-methyl-1H-pyrazol-3-yl)ethynyl)isoindolin